C1(CC1)NC(C1=C(C=C(C=C1OC)C1=CN=C2N1C=CC(=C2)C(CN2N=CN=C2)(C)O)OC(F)F)=O N-cyclopropyl-2-(difluoromethoxy)-4-[7-[1-hydroxy-1-methyl-2-(1,2,4-triazol-1-yl)ethyl]imidazo[1,2-a]pyridin-3-yl]-6-methoxy-benzamide